FC(C1=C(C=CC=C1)CNC(C)C)(F)F N-[[2-(trifluoromethyl)phenyl]methyl]propan-2-amine